1-(2-Cyclopropyl-5-methoxy-4-nitrophenyl)-4,4'-bipiperidine C1(CC1)C1=C(C=C(C(=C1)[N+](=O)[O-])OC)N1CCC(CC1)C1CCNCC1